F[B-](F)(F)F.FC(S1C=2C=CC=CC2NC2=CC=CC=C12)F S-(difluoromethyl)phenothiazine tetrafluoroborate